((benzyloxy)carbonyl)-L-valine 4-(benzyloxy)-4-oxobutyl ester C(C1=CC=CC=C1)OC(CCCOC([C@@H](NC(=O)OCC1=CC=CC=C1)C(C)C)=O)=O